((((3-(diethylamino) propoxy) carbonyl) oxy) methyl) propylnon-2-en-1-ylglutarate C(CC)C(C(=O)OCOC(=O)OCCCN(CC)CC)(CCC(=O)[O-])CC=CCCCCCC